3,5-Difluoro-4-hydroxybenzylideneimidazolinone FC=1C=C(C=C2C(N=CN2)=O)C=C(C1O)F